COC(C1=C(C(=CC(=C1)OC)OC)[N+](=O)[O-])=O 3,5-Dimethoxy-2-nitrobenzoic acid methyl ester